CC1=NC=CC(=C1)C=1C=CC=2N(C1)C=C(N2)NC(=O)NC2=CSC=C2 1-(6-(2-methylpyridin-4-yl)imidazo[1,2-a]pyridin-2-yl)-3-(thiophen-3-yl)urea